(7α,17β)-7-[9-[(4,4,5,5,5-pentafluoropentyl)sulfinyl]nonyl]estra-1,3,5(10)-triene-3,17-diol FC(CCCS(=O)CCCCCCCCC[C@H]1[C@H]2[C@@H]3CC[C@@H]([C@@]3(C)CC[C@@H]2C=2C=CC(=CC2C1)O)O)(C(F)(F)F)F